FC=1C=C2C=NN(C2=CC1C=1C=2C(=NN(C2C=CC1)CC(=O)O)N1CCC(CC1)C(NC)=O)C {5'-fluoro-1'-methyl-3-[4-(methylcarbamoyl)piperidin-1-yl]-[4,6'-biindazol]-1-yl}acetic acid